FC1CN(C1)CCC=1C(=CC(N(C1)C(C(=O)OCC)CC(C)C)=O)C ethyl 2-(5-(2-(3-fluoroazetidin-1-yl)ethyl)-4-methyl-2-oxopyridin-1(2H)-yl)-4-methylpentanoate